thio Mercaptan S(S)S